trans-1,2-Difluoroethen F\C=C\F